C1(=CC=C(C=C1)N(C1=CC2=C(SC3=C2C=CC=C3)C=C1)C1=CC=C(C=C1)C1=CC3=C(SC2=C3C=CC=C2)C=C1)C1=CC=CC=C1 N-([1,1'-biphenyl]-4-yl)-N-(4-(dibenzo[b,d]thiophen-2-yl)phenyl)dibenzo[b,d]thiophen-2-amine